OC1N=C(C=CC1(OC)OC)O 2,6-dihydroxy-3,3-dimethoxypyridine